tert-Butyl 4-(6-fluoro-5-((3-methoxy-3-oxopropyl)amino)-1H-indol-1-yl)piperidine-1-carboxylate FC1=C(C=C2C=CN(C2=C1)C1CCN(CC1)C(=O)OC(C)(C)C)NCCC(=O)OC